[Si](C)(C)(C(C)(C)C)OC1CCOC2=C1C=CC=C2C(C)C=2N=CN(C2)C(C2=CC=CC=C2)(C2=CC=CC=C2)C2=CC=CC=C2 4-[1-[4-[(tert-butyldimethylsilyl)oxy]-3,4-dihydro-2H-1-benzopyran-8-yl]-ethyl]-1-(triphenylmethyl)imidazole